(2R,6S)-4-(5-cyanopyrimidin-2-yl)-2,6-dimethyl-N-{2-[1-(3-methylbutyl)piperidin-4-yl]ethyl}piperazine-1-carboxamide C(#N)C=1C=NC(=NC1)N1C[C@H](N([C@H](C1)C)C(=O)NCCC1CCN(CC1)CCC(C)C)C